(1R,3R)-3-(cyanomethyl)-3-(4-(6-(1-methyl-1H-pyrazol-4-yl)pyrazolo[1,5-a]pyrazin-4-yl)-1H-pyrazol-1-yl)cyclobutane-1-carbonitrile, monohydrate O.C(#N)CC1(CC(C1)C#N)N1N=CC(=C1)C=1C=2N(C=C(N1)C=1C=NN(C1)C)N=CC2